C1(CCC1)C1=CC=C2C=C(C(NC2=C1F)=O)C(=O)OC1=C(C(=C(C(=C1F)F)F)F)F perfluorophenyl 7-cyclobutyl-8-fluoro-2-oxo-1,2-dihydroquinoline-3-carboxylate